C1CC12CCC(CC2)O spiro[2.5]Octane-6-ol